(2,2,2-Trifluoro-1-phenylethyl)hydrazine FC(C(C1=CC=CC=C1)NN)(F)F